thiosulfonate (thiosulfate) S(=S)(=O)(O)O.S(=S)(=O)O